O1C(=CC2=C1C=CC=C2)C(=CCO)C=2OC1=C(C2)C=CC=C1 3,3-bis(benzofuran-2-yl)prop-2-ene-1-ol